C(C1=CC=CC=C1)OC=1C2=C(N=C(N1)S(=O)C)C1(C3=C2C=CN=C3C3=C2C=NN(C2=CC(=C3C(F)(F)F)C)C3OCCCC3)CC1 4'-(benzyloxy)-8'-(6-methyl-1-(tetrahydro-2H-pyran-2-yl)-5-(trifluoromethyl)-1H-indazol-4-yl)-2'-(methylsulfinyl)spiro[cyclopropane-1,9'-pyrido[4',3':3,4]cyclopenta[1,2-d]pyrimidine]